NCC1C2CC(C(C1)C2)CN 2,5-diaminomethylbicyclo[2.2.1]heptane